(S)-2-((1H-pyrrolo[2,3-b]pyridin-5-yl)oxy)-4-((4-(2-(2-cyclopropylphenyl)pyrrolidin-1-yl)phenyl)amino)-N-((3-nitro-4-(((tetrahydro-2H-pyran-4-yl)methyl)amino)phenyl)sulfonyl)benzamide N1C=CC=2C1=NC=C(C2)OC2=C(C(=O)NS(=O)(=O)C1=CC(=C(C=C1)NCC1CCOCC1)[N+](=O)[O-])C=CC(=C2)NC2=CC=C(C=C2)N2[C@@H](CCC2)C2=C(C=CC=C2)C2CC2